N1CC(CCC1)C1=CC=C(C=C1)[NH-] (4-piperidin-3-yl-phenyl)-amid